8-amino-adenosine NC=1N([C@H]2[C@H](O)[C@H](O)[C@@H](CO)O2)C=2N=CN=C(C2N1)N